ClC1=NC(=CC(=C1)CN(C(C)=O)C)Cl N-[(2,6-dichloropyridin-4-yl)-methyl]-N-methylacetamid